C(C)S(=O)(=O)C=1C(=NC(=CC1)N1N=C(N=C1)C(F)(F)F)C1=NC2=C(N1C)C=CC(=C2)S(C(F)(F)F)(=O)=N [2-[3-Ethylsulfonyl-6-[3-(trifluoromethyl)-1,2,4-triazol-1-yl]-2-pyridinyl]-1-methyl-benzimidazol-5-yl]-imino-oxo-(trifluoromethyl)-λ6-sulfane